N[C@@H](C(C)C)C(=O)N[C@@H]([C@@H](C)CC)C(=O)O Valylisoleucine